IC=1C2=C(SC1)C(=CC=C2)C2=C(C=CC=C2)C2=CC=C1C=CC3=CC=CC4=CC=C2C1=C34 3-iodo-7-(2-(pyren-1-yl)phenyl)benzo[b]thiophene